Cl.NC1CC(C1)(C(=O)OC)C methyl trans-3-amino-1-methylcyclobutane-1-carboxylate HCl salt